chlorodimethyl-n-propylsilane Cl[Si](CCC)(C)C